C(C1=CC=CC=C1)OC(=O)N1[C@H](CN(CC1)C=1C2=C(N=C(N1)N1[C@@H](CCC1)CO)CN(C2)C(=O)OC(C)(C)C)CC#N tert-butyl 4-((S)-4-((benzyloxy) carbonyl)-3-(cyanomethyl) piperazin-1-yl)-2-((S)-2-(hydroxymethyl) pyrrolidin-1-yl)-5,7-dihydro-6H-pyrrolo[3,4-d]pyrimidine-6-carboxylate